(2-amino-4-cyclopropyl-3-fluorophenyl)methanol NC1=C(C=CC(=C1F)C1CC1)CO